C(OCCCC)(OOOOC(OCCCC)=O)=O di(n-butyl) peroxy dicarbonate